3-(5-(2-(1H-Imidazol-1-yl)acetyl)-2-isopropoxyphenyl)-2-(chloromethyl)quinazolin-4(3H)-one hydrochloride Cl.N1(C=NC=C1)CC(=O)C=1C=CC(=C(C1)N1C(=NC2=CC=CC=C2C1=O)CCl)OC(C)C